1-((3S,4S)-4-(3-((4-amino-7-methyl-5-(4-phenoxyphenyl)-7H-pyrrolo[2,3-d]pyrimidin-6-yl)ethynyl)azetidin-1-yl)-3-fluoropiperidin-1-yl)prop-2-en-1-one NC=1C2=C(N=CN1)N(C(=C2C2=CC=C(C=C2)OC2=CC=CC=C2)C#CC2CN(C2)[C@@H]2[C@H](CN(CC2)C(C=C)=O)F)C